N1=C(NC2=NC=CC=C21)N[C@@H]2C[C@H](CC2)NC2=NC=C(C=C2)C2=C(C=CC=C2)OC (1S,3S)-N1-(3H-Imidazo[4,5-b]pyridin-2-yl)-N3-(5-(2-methoxyphenyl)pyridin-2-yl)cyclopentane-1,3-diamine